Bis(1-methyl-3-phenylcyclopentadienyl)zirconium dichlorid [Cl-].[Cl-].CC1(C=C(C=C1)C1=CC=CC=C1)[Zr+2]C1(C=C(C=C1)C1=CC=CC=C1)C